5-[2-tert-butyl-5-(4-fluoro-phenyl)-1H-imidazol-4-yl]-3-(2,2-dimethyl-propyl)-3H-imidazo[4,5-b]pyridin-2-ylamine succinate C(CCC(=O)O)(=O)O.C(C)(C)(C)C=1NC(=C(N1)C1=CC=C2C(=N1)N(C(=N2)N)CC(C)(C)C)C2=CC=C(C=C2)F